3-(4,4-difluoroazepan-1-yl)-6-(4-methoxyphenyl)-5-methyl-N-(3-(S-methylsulfonimidoyl)phenyl)pyridazine-4-carboxamide FC1(CCN(CCC1)C=1N=NC(=C(C1C(=O)NC1=CC(=CC=C1)S(=O)(=N)C)C)C1=CC=C(C=C1)OC)F